1-methyl-4-(4-methyl-3-penten-1-yl)-3-cyclohexenecarboxaldehyde CC1(CC=C(CC1)CCC=C(C)C)C=O